4-ACETYL-1-CYCLOPROPYL-2,5-DIMETHYL-1H-PYRROLE-3-CARBOXYLIC ACID C(C)(=O)C=1C(=C(N(C1C)C1CC1)C)C(=O)O